FC1=C(C(=O)NC2=NC3=C(C=CC=C3C=C2)OC)C(=CC(=C1)N1CCC(CC1)O)F 2,6-difluoro-4-(4-hydroxypiperidin-1-yl)-N-(8-methoxyquinolin-2-yl)benzamide